C1(=CC=C(C=C1)N(C1=CC=C(C=C1)C=1C=CC=C2C=3C=CC=C(C3NC12)C1=CC=2N(C3=CC=CC=C3C2C=C1)C1=CC=CC=C1)C1=CC=C(C=C1)C1=CC=CC=C1)C1=CC=CC=C1 bis-biphenyl-4-yl-[4-(9'-phenyl-9H,9'H-[1,2']bicarbazolyl-8-yl)-phenyl]-amine